4-(2-ethynyl-4-fluorophenyl)-6-methylpyridine-3-carboxylic acid C(#C)C1=C(C=CC(=C1)F)C1=C(C=NC(=C1)C)C(=O)O